(S)-3-oxocyclopentane-1-carboxylic acid O=C1C[C@H](CC1)C(=O)O